C(C)C1=C(O\C(\C(=O)OC)=C/OC)C=C(C=C1)N1N=C(C=C1)C methyl (Z)-2-[2-ethyl-5-(3-methylpyrazol-1-yl)phenoxy]-3-methoxy-prop-2-enoate